BrC1=CC=C(S1)C(C)O 1-(5-bromothiophen-2-yl)ethan-1-ol